ethyl 5-cyclopropyl-1-(1-(4-methoxybenzyl)-2-oxo-1,2-dihydrobenzo[cd]indol-6-yl)-1H-pyrazole-4-carboxylate C1(CC1)C1=C(C=NN1C=1C=2C3=C(C(N(C3=CC1)CC1=CC=C(C=C1)OC)=O)C=CC2)C(=O)OCC